1-(3,3-difluorocyclobutyl)-5-[3,3-difluoro-1-(4-nitropyrazol-1-yl)propyl]tetrazole FC1(CC(C1)N1N=NN=C1C(CC(F)F)N1N=CC(=C1)[N+](=O)[O-])F